1-(6-butyl-1H-benzo[d]imidazol-2-yl)-3-hexylurea C(CCC)C=1C=CC2=C(NC(=N2)NC(=O)NCCCCCC)C1